C1(=CC=CC=C1)P(=O)(C1=CC=CC=C1)C1=C(OC2=C(C=CC=C2)P(C2=CC=CC=C2)C2=CC=CC=C2)C=CC=C1 [2-(2-diphenylphosphorylphenoxy)phenyl]Diphenyl-phosphane